nickel-silicon oxygen [O].[Si].[Ni]